1-methyl-3-cyanoquinoline-2,4(1h,3h)-dione CN1C(C(C(C2=CC=CC=C12)=O)C#N)=O